C(C)[C@@H]1CN(CCN1C(C)C=1C=C2N=CC=NC2=CC1)N1N=C2C(N(C(C=C2)=O)C)=C1 ((3R)-3-ethyl-4-(1-(quinoxalin-6-yl)ethyl)piperazin-1-yl)-4-methyl-2,4-dihydro-5H-pyrazolo[4,3-b]pyridin-5-one